Cl.FC=1C=C(C(=O)N)C=CC1OC[C@H](C)O 3-fluoro-4-((S)-2-hydroxypropoxy)benzamide hydrochloride